C(C)(C)/C(/C(=O)O)=C/C(=O)O.N[C@@H](CO)C(=O)O serine isopropyl-maleate